5-bromopentyltrimethoxysilane BrCCCCC[Si](OC)(OC)OC